(R)-9-(4-(3-(3,6-dibromo-9H-carbazol-9-yl)-2-hydroxypropyl)piperazin-1-yl)nonanoic acid BrC=1C=CC=2N(C3=CC=C(C=C3C2C1)Br)C[C@@H](CN1CCN(CC1)CCCCCCCCC(=O)O)O